FC1(CCN(CC1)C1=NC(=CC(=C1)N1C=NC2=CC(=CC(=C2C1=O)N1CCC2(CC2)CC1)NS(=O)(=O)CCO)C)F N-(3-(2-(4,4-difluoropiperidin-1-yl)-6-methylpyridin-4-yl)-4-oxo-5-(6-azaspiro[2.5]oct-6-yl)-3,4-dihydroquinazolin-7-yl)-2-hydroxyethane-1-sulfonamide